1-(2-bromo-3-fluoropyridin-4-yl)-N-(pyridin-3-ylmethyl)methylamine BrC1=NC=CC(=C1F)CNCC=1C=NC=CC1